O=C1NC(CCC1C=1C=CC(=NC1)N1CCC(CC1)(C=O)O)=O 1-(5-(2,6-dioxopiperidin-3-yl)pyridin-2-yl)-4-hydroxypiperidine-4-carboxaldehyde